N-α-linolenoyl-alanine C(CCCCCCC\C=C/C\C=C/C\C=C/CC)(=O)N[C@@H](C)C(=O)O